(2,2-dimethyl-5-((naphthalen-2-ylmethoxy)methyl)-1,3-dioxan-5-yl)methanol CC1(OCC(CO1)(COCC1=CC2=CC=CC=C2C=C1)CO)C